(E)-4-(dimethylamino)but-2-enoic acid hydrochloride salt Cl.CN(C/C=C/C(=O)O)C